2-(4-(5-chloro-2-(4-chloro-1H-1,2,3-triazol-1-yl)phenyl)-2,5-dioxopiperazin-1-yl)-3-(4-methoxyphenyl)propanoic acid ClC=1C=CC(=C(C1)N1CC(N(CC1=O)C(C(=O)O)CC1=CC=C(C=C1)OC)=O)N1N=NC(=C1)Cl